BrCC(=O)NC1=C(C=C(C=C1C)C)CC1=C(C=CC=C1)F 2-bromo-N-(2-(2-fluorobenzyl)-4,6-dimethylphenyl)acetamide